FC1CC(NC1)C1=CC(=CC=C1)F 4-fluoro-2-(3-fluorophenyl)pyrrolidine